F\C(\C(=O)N1CCN(CC1)C1=NC(=NC2=C(C(=CC=C12)C1=CC(=CC2=CC=CC=C12)O)F)OC[C@H]1N(CCC1)C)=C/C1=NC=CC=C1 (S,Z)-2-fluoro-1-(4-(8-fluoro-7-(3-hydroxynaphthalen-1-yl)-2-((1-methylpyrrolidin-2-yl)methoxy)quinazolin-4-yl)piperazin-1-yl)-3-(pyridin-2-yl)prop-2-en-1-one